3-(5-(4-(tert-butyl)phenyl)-1,3,4-Oxadiazol-2-yl)-5-(1-(piperidin-4-yl)-1H-pyrazol-4-yl)pyridin-2-amine C(C)(C)(C)C1=CC=C(C=C1)C1=NN=C(O1)C=1C(=NC=C(C1)C=1C=NN(C1)C1CCNCC1)N